OC1=C(C=C(C=C1)O)C=1NC2=C(N1)C=CC=C2 2-(2,5-dihydroxyphenyl)benzimidazole